1-tertButoxycarbonyl-3-iodoazetidine C(C)(C)(C)OC(=O)N1CC(C1)I